3-Methyl-3-pentene CC(CC)=CC